3-cyclopropyl-1-((tetrahydro-2H-pyran-4-yl)methyl)-4-(trifluoromethoxy)-1H-pyrazole C1(CC1)C1=NN(C=C1OC(F)(F)F)CC1CCOCC1